FC1=C(C=C(C(=C1O)F)F)C1=CC(=NO1)C=O (5-(2,4,5-trifluoro-3-hydroxyphenyl)isoxazol-3-yl)methanone